ClC=1C=C(C=CC1)C=1C2=C(N=CN1)N(C=C2)C 4-(3-chlorophenyl)-7-methyl-7H-pyrrolo[2,3-d]pyrimidine